(S)-(1-(3-(2-(dimethylamino)ethyl)-5-methoxy-1H-indol-1-yl)-3-methyl-1-oxobutan-2-yl)carbamic acid tert-butyl ester C(C)(C)(C)OC(N[C@H](C(=O)N1C=C(C2=CC(=CC=C12)OC)CCN(C)C)C(C)C)=O